FC1=C(C=C(C=C1)F)[C@]1(C[C@@H]2[C@H](N(OC2(C)C)C)[C@H](C1)C)C |r| rac-(3aR,5R,7S,7aR)-5-(2,5-difluorophenyl)-1,3,3,5,7-pentamethylocta-hydrobenzo[c]isoxazole